(p-chlorophenyl)n-butyl-tellurium ClC1=CC=C(C=C1)CCCC[Te]